(2R,4S,5R,6R)-2-(benzyloxy)-6-((1R,2R)-3-(2-(4-(deca-1,9-diyn-1-yl)phenyl)acetamido)-1,2-dihydroxypropyl)-4-hydroxy-5-(2-hydroxyacetamido)tetrahydro-2H-pyran-2-carboxylic acid C(C1=CC=CC=C1)O[C@]1(O[C@H]([C@@H]([C@H](C1)O)NC(CO)=O)[C@@H]([C@@H](CNC(CC1=CC=C(C=C1)C#CCCCCCCC#C)=O)O)O)C(=O)O